thiepin-6-ol S1C=CC=CC(=C1)O